C(C)(C)(C)C=1C=C(C=CC1C(C)(C)C)O 3,4-di-t-butylphenol